2-(2-bromo-6-fluoro-4-methylphenyl)-6-ethoxy-2,5-dihydro-4H-pyrazolo[3,4-d]pyrimidin-4-one BrC1=C(C(=CC(=C1)C)F)N1N=C2N=C(NC(C2=C1)=O)OCC